racemic-(syn)-3-acetamido-4-allyl-N-(tert-butyl)pyrrolidine-3-carboxamide C(C)(=O)NC1(CNCC1CC=C)C(=O)NC(C)(C)C